1-ethylpyridin-2(1H)-one C(C)N1C(C=CC=C1)=O